[(2S,5S)-5-{[tert-butylbis(phenyl)siloxy] methyl}-2-isopropyl-1-methyl-3-oxo-1,2,3,4,5,6-hexahydro-1,4-benzodiazocin-9-yl]methyl 2-methyl-2-propanecarbamate CC(C)(C)NC(=O)OCC1=CC2=C(C[C@H](NC([C@@H](N2C)C(C)C)=O)CO[Si](C2=CC=CC=C2)(C2=CC=CC=C2)C(C)(C)C)C=C1